N-(3-chloro-5-(methylsulfonyl)phenyl)-4-phenylthiophene-2-carboxamide ClC=1C=C(C=C(C1)S(=O)(=O)C)NC(=O)C=1SC=C(C1)C1=CC=CC=C1